P(=O)(F)(F)F.S(=O)(=O)(O)N=C=O sulfoisocyanate trifluoro-phosphate